4-((4,4-difluoropiperidin-1-yl)methyl)-N-(4-(2,4-dioxotetrahydropyrimidin-1(2H)-yl)phenyl)benzamide FC1(CCN(CC1)CC1=CC=C(C(=O)NC2=CC=C(C=C2)N2C(NC(CC2)=O)=O)C=C1)F